3-bromo-5-fluoro-1-p-toluenesulfonyl-1H-pyrrolo[2,3-b]Pyridine BrC1=CN(C2=NC=C(C=C21)F)S(=O)(=O)C2=CC=C(C)C=C2